NC1=NC2=CC(=CC=C2C=C1Cl)CN(C(=O)C=1C=NC(=NC1)C(F)(F)F)C1=CC=CC=2CCS(C21)(=O)=O N-[(2-amino-3-chloroquinolin-7-yl)methyl]-N-(1,1-dioxo-2,3-dihydro-1λ6-benzothiophen-7-yl)-2-(trifluoromethyl)pyrimidine-5-carboxamide